N-tert-butyl-4-[[2-[5-chloro-2-[(4-methoxyphenyl)methoxy]phenyl]acetyl]amino]pyridine-2-carboxamide C(C)(C)(C)NC(=O)C1=NC=CC(=C1)NC(CC1=C(C=CC(=C1)Cl)OCC1=CC=C(C=C1)OC)=O